5-benzyl-3-(pyridin-2-ylethynyl)-1H-indazole C(C1=CC=CC=C1)C=1C=C2C(=NNC2=CC1)C#CC1=NC=CC=C1